C1(=CC=CC=C1)C(C(=O)O)C1CCCC1 phenylcyclopentylacetic acid